OC1=CC=C(OC2=NC3=CC=C(C=C3N=C2)Cl)C=C1 2-(4-hydroxyphenoxy)-6-chloroquinoxaline